p-chlorobenzenesulfinic acid ethylamine salt C(C)N.ClC1=CC=C(C=C1)S(=O)O